N-(5-(4-chlorobenzyl)thiazol-2-yl)-2-(2-(2,6-dioxopiperidin-3-yl)-1-oxoisoindolin-5-yl)acetamide ClC1=CC=C(CC2=CN=C(S2)NC(CC=2C=C3CN(C(C3=CC2)=O)C2C(NC(CC2)=O)=O)=O)C=C1